C(C)(C)(C)OC(=O)N1C[C@H](CC1)OC1=C(C=C(C(=O)N2CCN(CC2)C(=O)C=2C=C(C=C(C2)F)N2CCN(CC2)C(=O)OC(C)(C)C)C=C1)C1CCC(CC1)C(F)(F)F tert-butyl (S)-4-(3-(4-(4-((1-(tert-butoxycarbonyl)pyrrolidin-3-yl)oxy)-3-(4-(trifluoromethyl)cyclohexyl)benzoyl)piperazine-1-carbonyl)-5-fluorophenyl)piperazine-1-carboxylate